1-(3-aminopentyl)-2,3-diisopropylguanidine NC(CCNC(=NC(C)C)NC(C)C)CC